[C@@H]12[C@@H](C[C@@H](CC1)N2)O (1S,2R,4R)-7-azabicyclo[2.2.1]heptan-2-ol